C1(CC1)C1=NC=2N(C=C1)C=C(C(C2C2=CC1=CN(N=C1C=C2)C)=O)C2=CC1=CN(N=C1C=C2)C 2-cyclopropyl-7,9-bis(2-methyl-2H-indazol-5-yl)-8H-pyrido[1,2-a]pyrimidin-8-one